formic acid (format) C(=O)O.C(=O)O